C1(CCCCC1)C(C(C(=O)NC1=NC(=C(C=C1)C=1C(=NNC1C)C)C)NC(=O)C=1N(N=CC1)CC)C1CCCCC1 N-[1-(dicyclohexylmethyl)-2-[[5-(3,5-dimethyl-1H-pyrazol-4-yl)-6-methyl-2-pyridinyl]amino]-2-oxo-ethyl]-2-ethyl-pyrazole-3-carboxamide